1-(4-(5-chloro-6-(2-fluoro-6-hydroxyphenyl)-3a,7a-dihydrobenzofuran-3-yl)piperazin-1-yl)prop-2-en-1-one ClC=1C(=CC2C(C(=CO2)N2CCN(CC2)C(C=C)=O)C1)C1=C(C=CC=C1O)F